[6-[[3-fluoro-5-(trifluoromethylsulfonyl)phenyl]methyl]-2-azaspiro[3.3]heptan-2-yl]-[(3S)-3-(1H-triazol-4-yl)pyrrolidin-1-yl]methanone FC=1C=C(C=C(C1)S(=O)(=O)C(F)(F)F)CC1CC2(CN(C2)C(=O)N2C[C@H](CC2)C=2N=NNC2)C1